FC=1C(=NC=CC1CC=1C(OC2=CC(=CC=C2C1C)OC1=NC=CC=C1F)=O)C(=O)OC methyl 3-fluoro-4-[[7-[(3-fluoro-2-pyridyl)oxy]-4-methyl-2-oxo-chromen-3-yl]methyl]pyridine-2-carboxylate